O1-tert-Butyl O3-methyl 5-[6-(2,6-dimethylphenyl)-2-[(5-nitro-3-pyridyl)sulfonylamino]pyrimidin-4-yl]oxypiperidine-1,3-dicarboxylate CC1=C(C(=CC=C1)C)C1=CC(=NC(=N1)NS(=O)(=O)C=1C=NC=C(C1)[N+](=O)[O-])OC1CC(CN(C1)C(=O)OC(C)(C)C)C(=O)OC